2-bromo-2,2-difluoro-N-(2,2',3',4',5',6,6'-heptafluoro-4-hydroxy-[1,1-biphenyl]-3-yl)acetamide BrC(C(=O)NC=1C(=C(C(=CC1O)F)C1=C(C(=C(C(=C1F)F)F)F)F)F)(F)F